COCCC=1C(=NC=C(C1)C1=NOC(=N1)C(F)(F)F)C=O 3-(2-methoxyethyl)-5-(5-(trifluoromethyl)-1,2,4-oxadiazol-3-yl)pyridinecarbaldehyde